2-(1-(4-amino-3-iodo-1H-pyrazolo[3,4-d]pyrimidin-1-yl)ethyl)-3-(3-fluorophenyl)-4H-chromen-4-one sulfur [S].NC1=C2C(=NC=N1)N(N=C2I)C(C)C=2OC1=CC=CC=C1C(C2C2=CC(=CC=C2)F)=O